tert-butyl N-[[4-[5-methyl-2-(trifluoromethyl)oxazol-4-yl]phenyl]methyl]carbamate CC1=C(N=C(O1)C(F)(F)F)C1=CC=C(C=C1)CNC(OC(C)(C)C)=O